N1-(2-(difluoromethoxy)-6-methoxypyridin-3-yl)-1-(2-isopropylphenyl)cyclohexane-1,4-dicarboxamide FC(OC1=NC(=CC=C1NC(=O)C1(CCC(CC1)C(=O)N)C1=C(C=CC=C1)C(C)C)OC)F